4-chloro-2-[4,4-dimethyl-9-oxo-1,10-diazatricyclo[6.4.0.0[2,6]]dodeca-2(6),7-dien-10-yl]pyridine-3-carbaldehyde ClC1=C(C(=NC=C1)N1C(C2=CC=3CC(CC3N2CC1)(C)C)=O)C=O